C=C(C(=O)[O-])CC1=CC(=C(C(=C1)C(C)(C)C)O)C(C)(C)C methylene-(3,5-di-tert-butyl-4-hydroxy hydrocinnamate)